ethyl (S)-2,3-diazabicyclo[3.1.1]heptane-4-carboxylate C12NN[C@@H](C(C1)C2)C(=O)OCC